FC=1C=CC(=C(C(=O)NS(=O)(=O)C)C1)N[C@H](C)C=1C=C(C=C2C(N(C(=NC12)N1CC2=CC=C(C=C2C1)F)C)=O)C (R)-5-fluoro-2-((1-(2-(5-fluoro-isoindolin-2-yl)-3,6-dimethyl-4-oxo-3,4-dihydroquinazolin-8-yl)ethyl)amino)-N-(methylsulfonyl)benzamide